CN(CCNC(C1=CC=C(C=C1)C=1N=CC=2N(C1)C(=CN2)C2=CC=NC=C2)=O)C N-(2-dimethylamino-ethyl)-4-[3-(4-pyridyl)imidazo[1,2-a]pyrazin-6-yl]benzamide